2-(1-benzyl-3-(3-chlorophenyl)azetidine-3-carbonyl)-N-methyl-thiosemicarbazide C(C1=CC=CC=C1)N1CC(C1)(C(=O)N(NC)C(=S)N)C1=CC(=CC=C1)Cl